NCCCCCCNC(=O)C1=CC=C(C=C1)C1=C2C=C3CCC[N+]=4CCCC(=C2OC=2C=5CCCN6CCCC(=CC12)C56)C43 16-{4-[(6-aminohexyl)carbamoyl]phenyl}-3-oxa-9λ5,23-diazaheptacyclo[17.7.1.15,9.02,17.04,15.023,27.013,28]octacosa-1(27),2(17),4,9(28),13,15,18-heptaen-9-ylium